5-(3-(3-cyclopropyl-1-(methylsulfonyl)-1H-pyrazol-5-yl)-2-fluoro-6-hydroxyphenyl)-1,2,5-thiadiazolidin-3-one 1,1-dioxide C1(CC1)C1=NN(C(=C1)C=1C(=C(C(=CC1)O)N1CC(NS1(=O)=O)=O)F)S(=O)(=O)C